Gadolinium(III) 2,2',2''-(10-(2-((8-((2-(dioctadecylamino)-2-oxoethyl)amino)-8-oxooctyl)amino)-2-oxoethyl)-1,4,7,10-tetraaza-cyclododecan-1,4,7-triyl)triacetat C(CCCCCCCCCCCCCCCCC)N(C(CNC(CCCCCCCNC(CN1CCN(CCN(CCN(CC1)CC(=O)[O-])CC(=O)[O-])CC(=O)[O-])=O)=O)=O)CCCCCCCCCCCCCCCCCC.[Gd+3]